N1(N=NC=C1)C1=CC=CC=N1 6-(1H-1,2,3-triazol-1-yl)pyridine